NC(CC[C@@H](C(NC1=CC=C(C=C1)OC(F)(F)F)=O)NC([C@H](CC=1N=NNN1)NC(OCC1C2=CC=CC=C2C=2C=CC=CC12)=O)=O)=O (9H-Fluoren-9-yl)methyl ((S)-1-(((S)-5-amino-1,5-dioxo-1-((4-(trifluoromethoxy)phenyl)amino)pentan-2-yl)amino)-1-oxo-3-(2H-tetrazol-5-yl)propan-2-yl)carbamate